(1S,4S,7aS)-1-Acetyl-7a-Methyloctahydro-1H-Inden-4-yl Acetate C(C)(=O)O[C@@H]1C2CC[C@@H]([C@]2(CCC1)C)C(C)=O